4,4'-isopropylidenediphenol diacrylate C(C=C)(=O)O.C(C=C)(=O)O.C(C)(C)(C1=CC=C(C=C1)O)C1=CC=C(C=C1)O